5-(4-((R)-1-(2-oxa-6-azaspiro[3.3]hept-6-yl)ethyl)phenyl)-2-amino-N-((1R,4R)-4-hydroxy-4-methylcyclohexyl)nicotinamide C1OCC12CN(C2)[C@H](C)C2=CC=C(C=C2)C=2C=NC(=C(C(=O)NC1CCC(CC1)(C)O)C2)N